C[C@@H]1N2[C@H](C[C@H]3[C@@H](CCC[C@H]13)C=O)COC2=O (5S,5aS,9R,9aR,10aR)-5-methyl-3-oxo-1,5,5a,6,7,8,9,9a,10,10a-decahydrooxazolo[3,4-b]isoquinoline-9-carbaldehyde